BrC=1C=CC(=NC1)S(=NC(C(F)(F)F)=O)(=O)C N-[(5-bromopyridin-2-yl)(methyl)oxido-λ6-sulfanylidene]-2,2,2-trifluoroacetamide